tert-butyl 4-(6-(8-methoxy-2-methylimidazo[1,2-b]pyridazin-6-yl)thieno[3,2-b]pyridin-2-yl)piperidine-1-carboxylate COC=1C=2N(N=C(C1)C=1C=C3C(=NC1)C=C(S3)C3CCN(CC3)C(=O)OC(C)(C)C)C=C(N2)C